Cl.NC1=NC=CC(=C1)OC1=CC(=C(C=C1)NC(=O)NC1=CC(=NN1C1=CC=CC=C1)C(C)(C)C)SC 1-(4-((2-aminopyridin-4-yl)oxy)-2-(methylthio)phenyl)-3-(3-(tert-butyl)-1-phenyl-1H-pyrazol-5-yl)urea hydrochloride